FC(S(=O)(=O)C=1C=C(C=CC1)\C=C/1\CC2(CN(C2)C(=O)OC(C)(C)C)CC1)(F)F tert-butyl (6E)-6-[[3-(trifluoromethylsulfonyl) phenyl] methylene]-2-azaspiro[3.4]octane-2-carboxylate